N[C@@H](CNC1=NC(=C2C(=N1)N(N=C2)C)NC2(CCCCC2)C)C2=CC=CC=C2 N6-[(2R)-2-amino-2-phenyl-ethyl]-1-methyl-N4-(1-methylcyclohexyl)pyrazolo[3,4-d]pyrimidine-4,6-diamine